C(C)(C)(C)OC(=O)N1C=NC(=C1)C[C@@H](C1=NC(=NO1)C1=CC=CC=C1)NC(=O)OC(C)(C)C (S)-4-(2-((tert-butoxycarbonyl)amino)-2-(3-phenyl-1,2,4-oxadiazol-5-yl)ethyl)-1H-imidazole-1-carboxylic acid tert-butyl ester